OC(=O)O hydroxyl-carboxylic acid